C(#N)C=1SC(=CC1C(=O)N(C)C1CC1)C1=CC(=NO1)C=1N(N=C(C1C(F)(F)F)OC(C(C(F)(F)F)F)(F)F)C 2-cyano-N-cyclopropyl-5-[3-[5-(1,1,2,3,3,3-hexafluoropropoxy)-2-methyl-4-(trifluoromethyl)pyrazol-3-yl]isoxazol-5-yl]-N-methyl-thiophene-3-carboxamide